FC(C=1C(=CN(C(C1)=O)C)C(=O)NC1=C(C=C(C(=C1)C=1C=NC(=CC1)N1C[C@H](OCC1)C)F)N1C[C@@H](N([C@@H](C1)C)C)C)F 4-(difluoromethyl)-N-[4-fluoro-5-[6-[(2R)-2-methylmorpholin-4-yl]pyridin-3-yl]-2-[(3S,5R)-3,4,5-trimethylpiperazin-1-yl]phenyl]-1-methyl-6-oxopyridine-3-carboxamide